methyl 6-amino-4-(5-amino-1-(difluoromethyl)-1H-pyrazol-4-yl)-7-(3-methoxy-2,6-dimethylphenyl)-2-methyl-7H-pyrrolo[2,3-d]pyrimidine-5-carboxylate NC1=C(C2=C(N=C(N=C2C=2C=NN(C2N)C(F)F)C)N1C1=C(C(=CC=C1C)OC)C)C(=O)OC